ClC=1C=C(C=CC1F)C=1C=C2C(=NC1)NC(N2)=O 6-(3-Chloro-4-fluoro-phenyl)-2-oxo-3H-imidazo[4,5-b]pyridin